N-(5-(5-chloroisoquinolin-6-yl)thiazol-2-yl)-1-methylpiperidine-4-carboxamide ClC1=C2C=CN=CC2=CC=C1C1=CN=C(S1)NC(=O)C1CCN(CC1)C